trans-tert-butyl 4-(4-amino-3-(methoxycarbonyl)phenoxy)-2-((4-amino-3-(methoxycarbonyl) phenoxy)methyl)pyrrolidine-1-carboxylate NC1=C(C=C(O[C@H]2C[C@@H](N(C2)C(=O)OC(C)(C)C)COC2=CC(=C(C=C2)N)C(=O)OC)C=C1)C(=O)OC